5-(benzothiazol-2-yl)-2-hydroxyanisole S1C(=NC2=C1C=CC=C2)C=2C=CC(=C(C2)OC)O